1-isopropyl-3-methyl-8-(6-(2-methyl-1-(2-(pyrrolidin-1-yl)ethoxy)propyl)pyridin-3-yl)-1H-imidazo[4,5-c]cinnolin-2(3H)-one C(C)(C)N1C(N(C=2N=NC=3C=CC(=CC3C21)C=2C=NC(=CC2)C(C(C)C)OCCN2CCCC2)C)=O